C1(CCCCC1)CN1C(=NC2=C1C=C(C=C2)N2CCCCC2)C=2C=CC1=C(C(=NO1)C)C2 5-(1-(cyclohexylmethyl)-6-(piperidin-1-yl)-1H-benzo[d]imidazol-2-yl)-3-methylbenzo[d]isoxazole